FC=1C=C(C=CC1F)[C@@H]1CC(N(C[C@@H]1O)C12CC(C1)(C2)C2=CC=NC=C2)=O cis-4-(3,4-difluorophenyl)-5-hydroxy-1-(3-(pyridin-4-yl)bicyclo[1.1.1]pentan-1-yl)piperidin-2-one